ClC=1C=C(NC2(CCC3(N(CC4=CC(=CC=C34)C)C[C@H](COC3=CC=NC=4CCC[C@H](C34)C)C)CC2)C(=O)O)C=CC1 4-(3-Chloroanilino)-5'-methyl-2'-[(2R)-2-methyl-3-{[(5R)-5-methyl-5,6,7,8-tetrahydroquinolin-4-yl]oxy}propyl]-2',3'-dihydrospiro[cyclohexane-1,1'-isoindole]-4-carboxylic acid